C(#N)C1=CC(=C(COC2=NN(C=C2C)C2CCN(CC2)CC2=NC3=C(N2C[C@H]2OCC2)C=C(C=C3)C(=O)O)C=C1)F (S)-2-((4-(3-((4-cyano-2-fluorobenzyl)oxy)-4-methyl-1H-pyrazol-1-yl)piperidin-1-yl)methyl)-1-(oxetan-2-ylmethyl)-1H-benzo[d]imidazole-6-carboxylic acid